(S)-4-(4-((benzyloxy)carbonyl)-3-(cyanomethyl)piperazin-1-yl)-2-(methylsulfanyl)-6,7-dihydro-5H-pyrimido[5,4-e][1,4]diazepine-5,8(9H)-dicarboxylic acid di-tert-butyl ester C(C)(C)(C)OC(=O)N1CCN(CC2=C1C(=NC(=N2)SC)N2C[C@@H](N(CC2)C(=O)OCC2=CC=CC=C2)CC#N)C(=O)OC(C)(C)C